N-(3-(2-(bicyclo[2.2.1]heptan-1-yl)-5-(2-(((1R,5S,6s)-3,3-dioxido-3-thiabicyclo[3.1.0]hexan-6-yl)amino)pyrimidin-4-yl)thiazol-4-yl)-2-fluorophenyl)-2,6-difluorobenzenesulfonamide C12(CCC(CC1)C2)C=2SC(=C(N2)C=2C(=C(C=CC2)NS(=O)(=O)C2=C(C=CC=C2F)F)F)C2=NC(=NC=C2)NC2[C@H]1CS(C[C@@H]21)(=O)=O